ethylene glycol pentafluoropropionate FC(C(C(=O)OCCO)(F)F)(F)F